hexamethylenesebacamide C1CCCC(CC1)(CCCCCCCC(=O)N)C(=O)N